N-(trans-4-hydroxycyclohexyl)azetidine-3-carboxamide hydrochloride Cl.O[C@@H]1CC[C@H](CC1)NC(=O)C1CNC1